[N+](=O)([O-])C1=CC2=C(CCN(CC2)C(C)=O)C=C1 1-(7-nitro-4,5-dihydro-1H-benzo[d]azepin-3(2H)-yl)ethanone